dihydroanthracene-9,10-dione C1CC=CC=2C(C3=CC=CC=C3C(C12)=O)=O